((S)-3-aminopyrrolidin-1-yl)(5-(1-(dimethylamino)-2,3-dihydro-1H-inden-5-yl)-3-methylthiophen-2-yl)methanone N[C@@H]1CN(CC1)C(=O)C=1SC(=CC1C)C=1C=C2CCC(C2=CC1)N(C)C